C1(CCCCC1)C[C@H](C(=O)N1CC2(C(CC1)(O)CN1C=C(C(=CC1=O)C1=CC=CC=C1)C(=O)N(C)C)CCOCC2)C 1-((2-((R)-3-cyclohexyl-2-methylpropanoyl)-5-hydroxy-9-oxa-2-azaspiro[5.5]Undecane-5-yl)methyl)-N,N-dimethyl-6-oxo-4-phenyl-1,6-dihydropyridine-3-carboxamide